C(C=C)(=O)N1CC(CC1)C=1C=C(N2C=NC=CC21)C2=CC(=C(C(=O)NC1=NC=CC(=C1)C#N)C=C2)F 4-(5-(1-propenoylpyrrolidin-3-yl)pyrrolo[1,2-c]pyrimidin-7-yl)-N-(4-cyanopyridin-2-yl)-2-fluorobenzamide